O1C=C(C=C1)C=1C=NC=C(/C=N/O)C1 (E)-5-(Furan-3-yl)nicotinaldehyde oxime